6-(cyclopropanecarboxamido)-4-((3-(5-(1,3-difluoro-2-hydroxypropan-2-yl)pyrimidin-2-yl)-2-methoxyphenyl)amino)-N-(methyl-d3)pyridazine-3-carboxamide C1(CC1)C(=O)NC1=CC(=C(N=N1)C(=O)NC([2H])([2H])[2H])NC1=C(C(=CC=C1)C1=NC=C(C=N1)C(CF)(CF)O)OC